Cl.CN1N=C2C(=CC(=CC2=C1)C=1N=NC2=CC(=CC(=C2C1)F)C=1CCNCC1)C 3-(2,7-Dimethyl-2H-indazol-5-yl)-5-fluoro-7-(1,2,3,6-tetrahydropyridin-4-yl)cinnoline hydrochloride